dimethyl-(tetramethyl-cyclopentadienyl)(propylcyclopentadienyl)zirconium C[Zr](C1(C=CC=C1)CCC)(C1(C(=C(C(=C1)C)C)C)C)C